Ethyl (2E)-3-[(2-Hydroxyethyl)carbamoyl]prop-2-enoate OCCNC(=O)/C=C/C(=O)OCC